(R)-1-(4-((5-(1-(2,2-difluoroethyl)-4-fluoro-1H-benzo[d]imidazol-6-yl)-4-methoxypyrrolo[2,1-f][1,2,4]triazin-2-yl)amino)-3,3-difluoropiperidin-1-yl)-2-hydroxyethan-1-one FC(CN1C=NC2=C1C=C(C=C2F)C=2C=CN1N=C(N=C(C12)OC)N[C@H]1C(CN(CC1)C(CO)=O)(F)F)F